ClC=1C=NC=C(C1C1=NOC(=C1COC12CCC(CC1)(CC2)COC2=NC1=CC=CC=C1C(=C2)OC)C2CC2)OC 2-((4-((3-(3-Chloro-5-methoxypyridin-4-yl)-5-cyclopropylisoxazol-4-yl)methoxy)bicyclo[2.2.2]octan-1-yl)methoxy)-4-methoxychinolin